vinylphosphonic acid-N,N-dimethylacrylamide CN(C(C=C)=O)C.C(=C)P(O)(O)=O